C1(CC1)C(C(=O)N1CCC(CC1)NC1=CC(=NC=N1)C(=O)NC[C@@H](CN1CC2=CC=CC=C2CC1)O)(C)O 6-((1-(2-cyclopropyl-2-hydroxypropionyl)piperidin-4-yl)amino)-N-((S)-3-(3,4-dihydroisoquinolin-2(1H)-yl)-2-hydroxypropyl)pyrimidine-4-carboxamide